N-(3-fluorophenyl)-1-methyl-9-(1,2,3,6-tetrahydropyridin-4-yl)-6,7-dihydro-5H-benzo[c][1,2,3]triazolo[1,5-a]azepin-7-amine hydrochloride Cl.FC=1C=C(C=CC1)NC1C2=C(C=3N(CC1)N=NC3C)C=CC(=C2)C=2CCNCC2